C1(CC1)C=1C=C(C(=NC1)N1N=C2C(C=NC(=C2)C(F)(F)F)=C1)S(=O)(=N)CC [5-cyclopropyl-2-[6-(trifluoromethyl)pyrazolo[4,3-c]pyridin-2-yl]-3-pyridyl]-ethyl-imino-oxo-λ6-sulfane